3-(4-Chloro-phenyl)-adamantane-1-carboxylic acid 4-phenoxy-benzylamide O(C1=CC=CC=C1)C1=CC=C(CNC(=O)C23CC4(CC(CC(C2)C4)C3)C3=CC=C(C=C3)Cl)C=C1